1-benzyl-3-(6-(4-carboxyphenoxy)hexyl)-1H-imidazol-3-ium Bromide [Br-].C(C1=CC=CC=C1)N1C=[N+](C=C1)CCCCCCOC1=CC=C(C=C1)C(=O)O